C[C@H]1CN(CCC1)C1CCN(CC1)C1=NN=C(S1)C(=O)OCC ethyl 5-[(3R)-3-methyl [1,4'-bipiperidine]-1'-yl]-1,3,4-thiadiazole-2-carboxylate